7-(pyridine-3-amido)-2,3-dihydro-1H-inden-1-yl acetate C(C)(=O)OC1CCC2=CC=CC(=C12)NC(=O)C=1C=NC=CC1